pyrazino[1',2':1,5]pyrazolo[4,3-c][1,6]naphthyridine C1=C2C=3C(C=NC2=CC=N1)=C1N(N3)C=CN=C1